1-[2-(3-fluoroazetidin-1-yl)ethyl]-6-(o-tolyl)-3H-imidazo[4,5-b]pyridin-2-one FC1CN(C1)CCN1C(NC2=NC=C(C=C21)C2=C(C=CC=C2)C)=O